FC=1C=C(C=C(C1F)F)S(=O)(=O)N1[C@@H]([C@@H]2CC[C@H](C1)N2C(=O)OCCOC)C(=O)OCC 2-ethyl 8-(2-methoxyethyl) (1S,2S,5R)-3-((3,4,5-trifluorophenyl)sulfonyl)-3,8-diazabicyclo[3.2.1]octane-2,8-dicarboxylate